BrC=1C=C(C(N(C1)N)N)F 5-bromo-3-fluoro-pyridine-1,2-diamine